2-[6-[(6-tert-butoxy-6-oxo-hexyl)sulfonylcarbamoyl]-5-[1-(cyclohexylmethyl)-5-methyl-pyrazol-4-yl]-2-pyridyl]-3,4-dihydro-1H-isoquinoline-8-carboxylic acid C(C)(C)(C)OC(CCCCCS(=O)(=O)NC(=O)C1=C(C=CC(=N1)N1CC2=C(C=CC=C2CC1)C(=O)O)C=1C=NN(C1C)CC1CCCCC1)=O